(2R,3S)-2-((2R,3R)-3-((R)-2-hydroxy-2-methylbutan-3-en-1-yl)oxiran-2-yl)pentan-3-ol O[C@](C[C@@H]1[C@H](O1)[C@H](C)[C@H](CC)O)(C=C)C